C(C)(C)(C)OC(N(C)C12CC(C1)(C2)CC#N)=O.C2(=CC=CC=C2)C(CCC2(NCCC1CCC3C(=C21)C=CC=N3)CCC(=C)C3=CC=CC=C3)=C bis(3-phenylbut-3-enyl)octahydropyridoisoquinoline tert-butyl-(3-(cyanomethyl)bicyclo[1.1.1]pentan-1-yl)(methyl)carbamate